COCCN1CCN(CC1)C1=CC(=NC=C1)NC=1SC2=C(N1)C=CC(=C2)C N-(4-(4-(2-methoxy-ethyl)piperazin-1-yl)-pyridin-2-yl)-6-methyl-benzo[d]thiazol-2-amine